6-[(1R,3S,4R,5S)-5-[[5-cyclopropyl-3-(2,6-dichlorophenyl)-1,2-oxazol-4-yl]methoxy]-3-methyl-2-azabicyclo[2.2.1]heptan-2-yl]pyridine-3-carboxylic acid C1(CC1)C1=C(C(=NO1)C1=C(C=CC=C1Cl)Cl)CO[C@@H]1[C@H]2[C@@H](N([C@@H](C1)C2)C2=CC=C(C=N2)C(=O)O)C